5-[(2-aminoethyl)amino]-2-(2,6-dioxopiperidin-3-yl)-2,3-dihydro-1H-isoindole-1,3-dione NCCNC=1C=C2C(N(C(C2=CC1)=O)C1C(NC(CC1)=O)=O)=O